tert-Butyl N-[2-(1-adamantylmethylamino)ethyl]carbamate C12(CC3CC(CC(C1)C3)C2)CNCCNC(OC(C)(C)C)=O